S1=2CNCC=3C=CC=NC3N3CCC(CCC(NC(=CC=C1)N2)C(=O)N)C3 thia-3,9,11,18,23-pentaazatetracyclo[17.3.1.111,14.05,10]tetracosa-1(23),5(10),6,8,19,21-hexaene-17-carboxamide